CC1=C(C(=CC=C1)C)N1C=2N(C3=C(C1=O)C=NC(=N3)NC3=CC=C1C4(CN(CC1=C3)C)CC4)CCN2 6-(2,6-dimethylphenyl)-2-((2'-methyl-2',3'-dihydro-1'H-spiro[cyclopropane-1,4'-isoquinolin]-7'-yl)amino)-8,9-dihydroimidazo[1,2-a]pyrimido[5,4-e]pyrimidin-5(6H)-one